N-((5-(tert-butyl)-2-methoxyphenyl)sulfonyl)-8-methoxy-5-(1H-pyrazol-1-yl)-2-naphth-amide C(C)(C)(C)C=1C=CC(=C(C1)S(=O)(=O)NC(=O)C1=CC2=C(C=CC(=C2C=C1)N1N=CC=C1)OC)OC